N1=NC(=CC=C1C=O)C=O PYRIDAZINE-3,6-DICARBALDEHYDE